7-((diphenylmethylene)amino)-5-methoxy-1H-indole-3-carbonitrile C1(=CC=CC=C1)C(C1=CC=CC=C1)=NC=1C=C(C=C2C(=CNC12)C#N)OC